FC=1C=NC(=NC1)N1CCC(CC1)C(=O)O 1-(5-Fluoropyrimidin-2-yl)piperidine-4-carboxylic acid